COCCC=1C(=NN2C1N=C(C=C2N2CCOCC2)N2N=C(C=C2)C=2C=C(C=CC2)C)C(=O)N (2-methoxyethyl)-7-morpholino-5-(3-(m-tolyl)-1H-pyrazol-1-yl)pyrazolo[1,5-a]pyrimidine-2-carboxamide